C(C)NC(NC=1OC=C(N1)CN1CCN(CC1)C=1C=CC(=NC1C([2H])([2H])[2H])C(=O)NC)=O 5-(4-((2-(3-ethylureido)oxazol-4-yl)methyl)piperazin-1-yl)-N-methyl-6-(methyl-d3)picolinamide